CC1(OC2=CN=CC(C3=NNC4=CC=C(OCCCNC1=O)C=C34)=C2)C 8,8-dimethyl-7,14-dioxa-4,10,19,20-tetraazatetracyclo[13.5.2.12,6.018,21]tricosa-1(20),2(23),3,5,15,17,21-heptaen-9-one